2-Isopropyl-pyrazol-3-ol C(C)(C)N1N=CC=C1O